[Cl-].[Cl-].C[Si](=[Hf+2](C1C=C2C(S1)=CC(=C2)C)C2C=C1C(S2)=CC(=C1)C)C Dimethylsilylenebis(5-methyl-cyclopenta[b]thienyl)hafnium dichloride